vinyl-tris(n-pentoxy)silane C(=C)[Si](OCCCCC)(OCCCCC)OCCCCC